tin gallium iron nickel [Ni].[Fe].[Ga].[Sn]